CC1(C2C(CC(C1)C2)[Si](OC)(C)C)C(=O)O[Si](C)(C)C(C)(C)C 2-methyl-2-tert-butyldimethylsiloxycarbonyl-6-dimethylmethoxysilylnorbornane